N-(6-methyl-5-(piperazin-1-yl)pyridin-2-yl)acetamide trifluoroacetate FC(C(=O)O)(F)F.CC1=C(C=CC(=N1)NC(C)=O)N1CCNCC1